N-(1-(methylsulfonyl)piperidin-4-yl)-4-(3-phenylisoxazolidin-2-yl)-5-(trifluoromethyl)pyrimidine-2-amine CS(=O)(=O)N1CCC(CC1)NC1=NC=C(C(=N1)N1OCCC1C1=CC=CC=C1)C(F)(F)F